6-bromo-5-((5-chloro-3-(2,2-difluoroethoxy)pyridin-2-yl)oxy)-3-methyl-N-(4-methyl-1,1-dioxidotetrahydro-2H-thiopyran-4-yl)-3H-imidazo[4,5-b]pyridine-2-carboxamide BrC=1C=C2C(=NC1OC1=NC=C(C=C1OCC(F)F)Cl)N(C(=N2)C(=O)NC2(CCS(CC2)(=O)=O)C)C